IC=1C=NN2C1N=C(C=C2NC)N2[C@@H](COCC2)C (R)-3-iodo-N-methyl-5-(3-methyl-morpholino)pyrazolo[1,5-a]pyrimidin-7-amine